ClC1=C(C=C(C(=C1)Cl)OC(C)C)N1C(OC(=N1)C(C)(C)C)=O 3-(2,4-dichloro-5-(1-methylethoxy)phenyl)-5-(1,1-dimethylethyl)-1,3,4-oxadiazol-2(3H)-one